ClC1=NC(=NC(=C1)C=1C=NN(C1Cl)C)N 4-chloro-6-(5-chloro-1-methyl-1H-pyrazol-4-yl)pyrimidin-2-amine